5,7-bis(benzyloxy)-2-(3,4-bis(benzyloxy)-5-methoxyphenyl)-2H-chromene C(C1=CC=CC=C1)OC1=C2C=CC(OC2=CC(=C1)OCC1=CC=CC=C1)C1=CC(=C(C(=C1)OC)OCC1=CC=CC=C1)OCC1=CC=CC=C1